C(#N)CC1CCC(CC1)N1C(=NC=2C1=C1C(=NC2)NC=C1)CON=C(N)C12CC3CC(CC(C1)C3)C2 N'-((1-((1r,4r)-4-(Cyanomethyl)cyclohexyl)-1,6-dihydroimidazo[4,5-d]pyrrolo[2,3-b]pyridin-2-yl)methoxy)adamantane-1-carboximidamide